8-(2-chloro-4-fluorophenyl)-9-(3-fluoro-4-((1-(3-fluoropropyl)azetidin-3-yl)methyl)phenyl)-6,7-dihydro-5H-benzo[7]annulene-3-carboxylic acid hydrochloride Cl.ClC1=C(C=CC(=C1)F)C=1CCCC2=C(C1C1=CC(=C(C=C1)CC1CN(C1)CCCF)F)C=CC(=C2)C(=O)O